2-chloro-5-(cyclopropylaminomethyl)pyridine ClC1=NC=C(C=C1)CNC1CC1